(S)-(1-(5-chloro-2-(cyclopropylmethoxy)benzyl)pyrrolidin-3-yl)methanamine Hydrochloride Cl.ClC=1C=CC(=C(CN2C[C@@H](CC2)CN)C1)OCC1CC1